[C@H]12[C@H](C[C@H](CC1)C2)N2C(C=CC1=C2N=C(N=C1)NC1CCN(CC1)S(=O)(=O)C)=O |r| Rac-8-((1S,2S,4R)-bicyclo[2.2.1]heptan-2-yl)-2-((1-(methylsulfonyl)piperidin-4-yl)amino)pyrido[2,3-d]pyrimidin-7(8H)-one